2,2-dimethoxy-1-thia-2-silacyclopentane CO[Si]1(SCCC1)OC